NC1=C(C(=CC=C1)C(N(C)C)=O)NC(CCCCNC(OC(C)(C)C)=O)C tert-butyl (5-((2-amino-6-(dimethylcarbamoyl)phenyl)amino)hexyl)carbamate